(E)-N-(4-(tert-butyl)phenyl)-N'-hydroxybenzimidamide C(C)(C)(C)C1=CC=C(C=C1)N\C(\C1=CC=CC=C1)=N\O